C(C)P1CCCC1 1-ethyl-phospholidine